NC=1NC(C=2N(C(N(C2N1)[C@@H]1O[C@@H]([C@H]([C@H]1O)F)CO)=O)CC(C)C)=O 2-amino-9-((2R,3S,4S,5R)-4-fluoro-3-hydroxy-5-(hydroxymethyl)tetrahydrofuran-2-yl)-7-isobutyl-7,9-dihydro-1H-purine-6,8-dione